C1(=CC(=CC(=C1)OC1=C(C=C(C#N)C=C1F)F)OC1=C(C=C(C#N)C=C1F)F)OC1=C(C=C(C#N)C=C1F)F 4,4',4''-(benzene-1,3,5-triyltris(oxy))tris(3,5-difluorobenzonitrile)